3,4-dihydroxy-benzonitrile lithium [Li].OC=1C=C(C#N)C=CC1O